O=C1N(CCC1)C=1C=C(C(=O)O)C=CC1 3-(2-oxopyrrolidin-1-yl)benzoic acid